C(#N)C1=CC=C(C=C1)OC(C1=C(N=CC(=C1)C=1C=CC=2N=CN=C(C2N1)N[C@H](C(=O)N1CCN(CC1)C)C)OC)=O (S)-2-methoxy-5-(4-((1-(4-methylpiperazin-1-yl)-1-oxopropan-2-yl)amino)pyrido[3,2-d]pyrimidin-6-yl)nicotinic acid 4-cyanophenyl ester